ON(C(OCC)=O)CC1=C(C=C2C([C@](C3(C(=C12)C)CC3)(C)O)=O)C ethyl (R)-hydroxy((6'-hydroxy-2',4',6'-trimethyl-7'-oxo-6',7'-dihydrospiro[cyclopropane-1,5'-inden]-3'-yl)methyl)carbamate